(5-chloro-3-ethyl-6-(thiazol-4-ylmethoxy)-1H-indol-2-yl)methanamine hydrochloride Cl.ClC=1C=C2C(=C(NC2=CC1OCC=1N=CSC1)CN)CC